(3-(6-(tert-butoxy)hexyl)-4-(4-(tert-butyl)phenyl)-2-methyl-1H-inden-1-yl)(4-(4-(tert-butyl)phenyl)-2-ethyl-1H-inden-1-yl)dimethylsilane C(C)(C)(C)OCCCCCCC1=C(C(C2=CC=CC(=C12)C1=CC=C(C=C1)C(C)(C)C)[Si](C)(C)C1C(=CC2=C(C=CC=C12)C1=CC=C(C=C1)C(C)(C)C)CC)C